C1(CCCC1)CC1=CC=C(C(=O)NC2=CC(=C(C=C2)O)S(=O)(=O)C)C=C1 4-(cyclopentylmethyl)-N-(4-hydroxy-3-(methylsulfonyl)phenyl)benzamide